5-butyl-7-methylguanosine C(CCC)C12[N+](=CN([C@H]3[C@H](O)[C@H](O)[C@@H](CO)O3)C2=NC(=NC1=O)N)C